((4-(2-(3,4-dimethoxyphenyl)-3-isopropyl-1H-indol-5-yl)piperidin-1-yl)methyl)-N,N-dimethylaniline COC=1C=C(C=CC1OC)C=1NC2=CC=C(C=C2C1C(C)C)C1CCN(CC1)CC1=C(N(C)C)C=CC=C1